5-cyano-2-iodo-benzoic acid methyl ester COC(C1=C(C=CC(=C1)C#N)I)=O